C(C(=C)C)(=O)O.FC(CC(CN)=C)(F)F 2-trifluoroethylallylamine methacrylate